2-(((R)-1-(3-cyano-2-((R)-4,4-difluoro-2-methylpyrrolidin-1-yl)-7-methyl-4-oxo-4H-pyrido[1,2-a]pyrimidin-9-yl)ethyl)amino)benzoic acid C(#N)C1=C(N=C2N(C1=O)C=C(C=C2[C@@H](C)NC2=C(C(=O)O)C=CC=C2)C)N2[C@@H](CC(C2)(F)F)C